COCOC1=C(C=CC=C1)C=1C=C2C(=NN1)NC[C@@H]1N2CCN(C1)C1CCN(CC1)C1CCN(CC1)C1=CC(=C(C(=O)O)C=C1)C (S)-4-(4-(2-(2-(methoxymethoxy)phenyl)-6a,7,9,10-tetrahydro-5H-pyrazino[1',2':4,5]pyrazino[2,3-c]pyridazin-8(6H)-yl)-[1,4'-bipiperidin]-1'-yl)-2-methylbenzoic acid